N-(5-(pyrimidin-2-yl)-1,3,4-thiadiazol-2-yl)benzo[c]isoxazole-3-carboxamide N1=C(N=CC=C1)C1=NN=C(S1)NC(=O)C1=C2C(=NO1)C=CC=C2